[Cr].[V].[Fe] iron-vanadium-chromium